2-(6'-oxo-1'-(o-tolyl)-1',6'-dihydro-[2,3'-bipyridine]-5'-yl)benzonitrile O=C1C(=CC(=CN1C1=C(C=CC=C1)C)C1=NC=CC=C1)C1=C(C#N)C=CC=C1